N-ethynyl-N-propylethanesulfonamide C(#C)N(S(=O)(=O)CC)CCC